C(C)(C)C1=C(C(=CC=C1)C(C)C)N=C1C(C2=CC=C(C3=CC=CC1=C23)C2=CC(=CC(=C2)F)F)=NC2=C(C=CC=C2C(C)C)C(C)C N,N'-bis(2,6-diisopropylphenyl)-5-(3,5-difluorophenyl)acenaphthylene-1,2-diimine